ClC=1C=NN(C1C(NC1=NC=C(C=C1C)C#CC1=CC=CC=C1)=O)C(CNC(OC(C)(C)C)=O)C tert-butyl (2-(4-chloro-5-((3-methyl-5-(phenylethynyl)pyridin-2-yl)carbamoyl)-1H-pyrazol-1-yl)propyl)carbamate